(S)-α-hydroxy-N-ethyl-2-phenylacetamide O[C@H](C(=O)NCC)C1=CC=CC=C1